(S)-6-ethoxy-2-methyl-N-(6-(3-methylpiperazin-1-yl)pyridazin-3-yl)-2H-pyrazolo[3,4-b]pyridine-5-carboxamide hydrochloride Cl.C(C)OC=1C(=CC=2C(N1)=NN(C2)C)C(=O)NC=2N=NC(=CC2)N2C[C@@H](NCC2)C